OC1CC2=CC[C@H]3[C@@H]4CCC([C@@]4(C)CC[C@@H]3[C@]2(CC1)C)OC(CCCCC)=O 3-hydroxy-17-caproyloxy-5-androstene